FC1(CCCCC1)CN1N=CC(=C1)C=1C(=NC(=CC1)C)C1=CC=C2C=C(N=NC2=C1)OC 7-(3-{1-[(1-Fluorocyclohexyl)methyl]-1H-pyrazol-4-yl}-6-methylpyridin-2-yl)-3-methoxycinnolin